4-(4-ethyl-(2-hydroxy-ethyl)-amino-1-methylbutylamino)quinoline C(C)CCCC(C)(N(C1=CC=NC2=CC=CC=C12)N)CCO